C(C)OC(=O)C=1N(C2=CC(=CC=C2C1)N1CCN(CC1)C)C 1-methyl-6-(4-methylpiperazin-1-yl)-indole-2-carboxylic acid ethyl ester